(R)-6-cyclopropyl-5-formyl-N-(3-(1-(4-methyl-4H-1,2,4-triazol-3-yl)propan-2-yl)phenyl)-picolinamide C1(CC1)C1=C(C=CC(=N1)C(=O)NC1=CC(=CC=C1)[C@@H](CC1=NN=CN1C)C)C=O